C(CCC)OC1=C(C=CC=C1)NC(\C=C\C1=CC2=C(NC(=N2)C)C=C1)=O (E)-N-(2-butoxyphenyl)-3-(2-methyl-1H-benzo[d]imidazol-5-yl)acrylamide